[1H]-pyrimidone methyl-methacrylate COC(C(=C)C)=O.N1C(N=CC=C1)=O